3-methacryloylaminopropylammonium chloride [Cl-].C(C(=C)C)(=O)NCCC[NH3+]